phenyl (6-(1-methylcyclopropyl) pyridin-3-yl)carbamate CC1(CC1)C1=CC=C(C=N1)NC(OC1=CC=CC=C1)=O